1-[5-(2-fluorophenyl)-1-(pyridin-3-yl)-1H-pyrrol-3-yl]-N-methylmethylamine FC1=C(C=CC=C1)C1=CC(=CN1C=1C=NC=CC1)CNC